ClC=1C=C(C=C(C1)Cl)C1=NC(=CC(=C1)CN1CCC(CC1)CC(C(=O)O)O)OC=1C=NC(=NC1)N1CCN(CC1)C 3-(1-((2-(3,5-dichloro-phenyl)-6-((2-(4-methyl-piperazin-1-yl)pyrimidin-5-yl)oxy)pyridin-4-yl)methyl)piperidin-4-yl)-2-hydroxypropanoic acid